NC1(C(C(=CC(=C1N)N)C1=CC(=CC=C1)N)N)N 3,3'-diaminobiphenyltetramine